[N+](=O)([O-])C1=C2C=CC=NC2=C(C=C1)OP(=O)(OC1=CC=CC=C1)N(OC)C(C(=O)[O-])C ((5-nitroquinolin-8-yloxy)methoxy (phenoxy)phosphorylamino)propionate